C(C1=CC=CC=C1)N1C(=C(C(C2=C(N=CC(=C12)C)OCC1CC1)C1=C(C=C(C=C1)C#N)OC)C(=O)O[C@](C)([C@@H](CN)F)C1=CC=C(C=C1)F)C (2s,3r)-4-amino-3-fluoro-2-(4-fluorophenyl)butan-2-ol benzyl-4-(4-cyano-2-methoxyphenyl)-5-(cyclopropylmethoxy)-2,8-dimethyl-1,4-dihydro-1,6-naphthyridine-3-carboxylate